C(COCCOCCNCCOCCOCCNCCCCNCCCCCCCCCCCCCCCCOCC)(=O)O 3,6,12,15,40-pentaoxa-9,18,23-triazadotetracontan-1-oic acid